3-pyrrolidinopropylamine N1(CCCC1)CCCN